C(N)(OC1CC(OC2=CC=C(C=C12)Br)CC)=O Ethyl-(6-bromochroman-4-yl) carbamate